FC(CC1(CC2(C1)CC(C2)NC=2C=NC(=NC2)N2CCC(CC2)C(C)C)N)F 2-(2,2-difluoroethyl)-N6-(2-(4-isopropylpiperidin-1-yl)pyrimidin-5-yl)spiro[3.3]heptane-2,6-diamine